FC1=C(C=CC=C1S(=O)(=O)C)NC(=O)C=1SC=C(C1)C1=NC=CC=C1OCC=1C=NC=CC1 N-(2-fluoro-3-(methylsulfonyl)phenyl)-4-(3-(pyridin-3-ylmethoxy)pyridin-2-yl)thiophene-2-carboxamide